O=C1N(CCC1OC1=NC2=CC=CC=C2C=C1)C1=C(C=CC=C1C#N)C1=CC=CC=C1 (2-oxo-3-(quinolin-2-yloxy)pyrrolidin-1-yl)biphenyl-3-carbonitrile